N[C@H](CO)C1=NC2=C(N1[C@@H]1CC[C@H](CC1)OC)C=CC(=C2)C=2C(=NOC2C)C (S)-2-amino-2-(5-(3,5-dimethylisoxazol-4-yl)-1-((trans)-4-methoxycyclohexyl)-1H-benzo[d]imidazol-2-yl)ethanol